C(C)[C@H]1[C@H](C[C@H](N(C1)C1=CC(N(C=2C=CC(=NC12)C#N)C)=O)C)OC1=CC(=CC=C1)C(F)(F)F 8-((2R,4S,5R)-5-Ethyl-2-methyl-4-(3-(trifluoromethyl)phenoxy)piperidin-1-yl)-5-methyl-6-oxo-5,6-dihydro-1,5-naphthyridin-2-carbonitril